2,4-dichloro-1-fluorobenzene ClC1=C(C=CC(=C1)Cl)F